C(C)C1=C(NC2=CC=C(C=C12)C1CCNCC1)C1=CNC2=NC=CC=C21 3-(3-ethyl-5-(piperidin-4-yl)-1H-indol-2-yl)-1H-pyrrolo[2,3-b]pyridine